1-hydroxy-1-(5-(1-(methoxyimino)ethyl)-1,3-dimethyl-2,4,6-trioxohexahydropyrimidin-5-yl)-3,3-dimethylurea ON(C(=O)N(C)C)C1(C(N(C(N(C1=O)C)=O)C)=O)C(C)=NOC